OC1=CC=C(C=C1)CCC(C)=O 4-(4-HYDROXYPHENYL)-2-BUTANONE